2-[[(1R)-1-[2-(3-Cyanophenyl)-3,6-dimethyl-4-oxo-chromen-8-yl]ethyl]amino]-5-fluoro-benzoic acid C(#N)C=1C=C(C=CC1)C=1OC2=C(C=C(C=C2C(C1C)=O)C)[C@@H](C)NC1=C(C(=O)O)C=C(C=C1)F